C(C)(C)N1N=CC=2C1=NC(=NC2NC=2N=CN(C2)C2=CC(=C(C(=C2)OC)OC)OC)C=2CCN(CC2)C 1-isopropyl-6-(1-methyl-1,2,3,6-tetrahydropyridin-4-yl)-N-(1-(3,4,5-trimethoxyphenyl)-1H-imidazol-4-yl)-1H-pyrazolo[3,4-d]pyrimidin-4-amine